4'-(2-((4-aminobutyl)amino)-2-oxoethoxy)-[1,1'-biphenyl] NCCCCNC(COC1=CC=C(C=C1)C1=CC=CC=C1)=O